carbonyl-triethylamine oxide C(=O)=CC[N+](CC)(CC)[O-]